C(C)(=O)C1=NN(C2=C(C=C(C=C12)C=1C=NC(=NC1)C)C)CC(=O)N1[C@@H]2C[C@@]2(C[C@H]1C(=O)NCCCC)C (1R,3S,5R)-2-(2-(3-acetyl-7-methyl-5-(2-methylpyrimidin-5-yl)-1H-indazol-1-yl)acetyl)-N-butyl-5-methyl-2-azabicyclo[3.1.0]hexane-3-carboxamide